tert-Butyl methyl(2-oxo-2-(piperazin-1-yl)ethyl)carbamate Benzyl-4-(N-(tert-butoxycarbonyl)-N-methylglycyl)piperazine-1-carboxylate C(C1=CC=CC=C1)OC(=O)N1CCN(CC1)C(CN(C)C(=O)OC(C)(C)C)=O.CN(C(OC(C)(C)C)=O)CC(N1CCNCC1)=O